CO[C@@H]1[C@H](CCC1)N (1S,2S)-2-methoxycyclopentylamine